ClC1=CC=C(C=C1)C(C(=O)NCC1=C2CN(C(C2=CC=C1)=O)C1C(NC(CC1)=O)=O)=O 2-(4-chlorophenyl)-N-((2-(2,6-dioxopiperidin-3-yl)-1-oxoisoindolin-4-yl)methyl)-2-oxoacetamide